Potassium acetate salt C(C)(=O)[O-].[K+]